FC1(C(C1)C=1C=C(C=CC1)N1C(N(C2=C1C=CC(=C2)C(=O)NC2(CS(C2)(=O)=O)C)C(C)C)=O)F 1-(3-(2,2-Difluorocyclopropyl)phenyl)-3-isopropyl-N-(3-methyl-1,1-dioxidothietan-3-yl)-2-oxo-2,3-dihydro-1H-benzo[d]imidazole-5-carboxamide